N-(4-(1H-imidazol-1-yl)phenyl)-[2,4'-bithiazole]-2'-amine N1(C=NC=C1)C1=CC=C(C=C1)NC=1SC=C(N1)C=1SC=CN1